Kalium hydrid [H-].[K+]